C(CCC)[C@@H]1NC(N(C1=O)C1CC2(CC(C2)OC2=NC=CC=C2C(=O)N)C1)=O 2-{[(αR)-6-[(4S)-4-butyl-2,5-dioxo-imidazolidin-1-yl]spiro[3.3]heptan-2-yl]oxy}pyridine-3-carboxamide